(2S,4r)-1-[(2S)-2-(4-cyclopropyltriazol-1-yl)-3,3-dimethyl-butyryl]-4-hydroxy-N-[(2r,3r)-2-(trifluoromethyl)chroman-3-yl]pyrrolidine-2-carboxamide C1(CC1)C=1N=NN(C1)[C@H](C(=O)N1[C@@H](C[C@H](C1)O)C(=O)N[C@H]1[C@@H](OC2=CC=CC=C2C1)C(F)(F)F)C(C)(C)C